C(C)(C)C1=CN=C2C(=NC=NN21)N 7-isopropyl-imidazo[2,1-f][1,2,4]triazin-4-amine